[Si]([O-])([O-])([O-])[O-].[Ca+2].[Na+].[Fe+2] iron sodium calcium silicate